4-(7-Chloro-8-fluoro-2-(((S)-1-methylpyrrolidin-2-yl)methoxy)pyrido[4,3-d]pyrimidin-4-yl)-6-methyl-1,4-oxazepan-6-ol ClC1=C(C=2N=C(N=C(C2C=N1)N1CCOCC(C1)(O)C)OC[C@H]1N(CCC1)C)F